C(C)C1=C(C=CC(=C1)N1CC(CC1)NCCOC)NC1=NC=C(C(=N1)C1=CC=2S(CCOCC2S1)(=O)=O)C(F)(F)F 7-(2-((2-ethyl-4-(3-((2-methoxyethyl)amino)pyrrolidin-1-yl)phenyl)amino)-5-(trifluoromethyl)pyrimidin-4-yl)-2,3-dihydro-5H-thieno[3,2-e][1,4]oxathiepine 1,1-dioxide